2-aminoacetamido-N-(4-methyl-5-nitrothiazol-2-yl)benzamide NCC(=O)NC1=C(C(=O)NC=2SC(=C(N2)C)[N+](=O)[O-])C=CC=C1